3-[1-oxo-5-[(3S)-pyrrolidin-3-yl]oxy-isoindolin-2-yl]piperidine-2,6-dione, hydrochloride Cl.O=C1N(CC2=CC(=CC=C12)O[C@@H]1CNCC1)C1C(NC(CC1)=O)=O